3-(ethyliminomethylamino)-N,N-dimethyl-propan-1-amine hydrochloride Cl.C(C)N=CNCCCN(C)C